C1(CC1)S(=O)(=O)NC=1C(=C(C(=CC1)F)[C@@H](CCN(C)C)NC(=O)C=1SC(=CN1)C1=NC(=CN=C1)OCC)F (R)-N-(1-(3-(cyclopropanesulphonylamino)-2,6-difluorophenyl)-3-(dimethylamino)propyl)-5-(6-ethoxypyrazin-2-yl)thiazole-2-carboxamide